C(C1=CC=CC=C1)N(C(=O)C1=C(C2=C(S1)C=CC(=C2)C2=CN(C(C=C2)=O)C)C)CCC(=O)NC N-benzyl-3-methyl-5-(1-methyl-6-oxo-1,6-dihydropyridin-3-yl)-N-(3-(methylamino)-3-oxopropyl)benzo[b]thiophene-2-carboxamide